NC1=C(C=C(C=N1)C1=CC=C(S1)C(C)=O)C1=CC(=CC=C1)N(C)C 1-[5-[6-amino-5-[3-(dimethylamino)phenyl]-3-pyridyl]-2-thienyl]ethanone